ClC1=NC=C(C=C1)O 2-chloropyridine-5-ol